(±)-4-(1-((5-methoxy-7-methyl-1H-indol-4-yl)methyl)-4-propionylpiperazin-2-yl)benzoic acid COC=1C(=C2C=CNC2=C(C1)C)CN1[C@@H](CN(CC1)C(CC)=O)C1=CC=C(C(=O)O)C=C1 |r|